C(CCCCCCC\C=C/CCCCCCCC)OCC(CN(C)C)OCCCCCCCC\C=C/CCCCCCCC 1,2-dioleyloxy-N,N-dimethyl-3-aminopropane